ClC1=NC(=NC=C1C(F)(F)F)NC1=C2C=NN(C2=CC=C1)C(C#N)(C)C 2-(4-((4-chloro-5-(trifluoromethyl)pyrimidin-2-yl)amino)-1H-indazol-1-yl)-2-methylpropanenitrile